[Br-].C(CC)[N+](C)(C)CCCCCCCCCCCC propyldodecyl-dimethyl-ammonium bromide